C[C@@H](CCCCCCC)C(=O)OCC1=CC=CC=C1 (S)-benzyl nonane-2-carboxylate